Cl.FC1=C(N)C=CC(=C1)OC=1SC=C(N1)C=1OC(=NN1)C(C)C 2-fluoro-4-((4-(5-isopropyl-1,3,4-oxadiazol-2-yl)thiazol-2-yl)oxy)aniline HCl salt